FC(C1=CC=C(C=C1)CCC(=O)N1C2=C(OCC1)C(=CN=C2)C2=CC=C(C#N)C=C2)(F)F 4-(4-(3-(4-(Trifluoromethyl)phenyl)propanoyl)-3,4-dihydro-2H-pyrido[4,3-b][1,4]oxazin-8-yl)benzonitrile